C(CCC)C(C(=O)[O-])(C(=O)[O-])C(C)C 2-butyl-2-isopropylmalonate